(3S,4r,5R)-1-(2,4-difluorophenethyl)piperidine-3,4,5-triol FC1=C(CCN2C[C@@H](C([C@@H](C2)O)O)O)C=CC(=C1)F